[N+](=O)([O-])C1=CC=C(C=C1)N1CCC(CC1)C=O 1-(4-nitrophenyl)piperidine-4-carboxaldehyde